ClC=1C(=C(C=CC1)CNC(CNC1COCC1)=O)F N-(3-chloro-2-fluorophenylmethyl)-2-((tetrahydrofuran-3-yl)amino)acetamide